C(C)OC(CC=1C=C(C=CC1)C(C(=O)OCC1=CC=CC=C1)(CCOC(CO)(C)C)C)=O Benzyl 2-(3-(2-ethoxy-2-oxoethyl)phenyl)-4-((1-hydroxy-2-methylpropan-2-yl)oxy)-2-methylbutanoate